tert-butyl-diPhenylchlorosilane C(C)(C)(C)[Si](Cl)(C1=CC=CC=C1)C1=CC=CC=C1